ClC=1C=C(C=CC1OC)C1=CN=C2N1C=CN=C2NC2=CC=C(C(=O)NC)C=C2 4-[[3-(3-chloro-4-methoxyphenyl)imidazo[1,2-a]pyrazin-8-yl]amino]-N-methylbenzamide